ClC1=C(C(=CC=C1)F)NC(=O)C1=CC(=C(C=C1O[C@H](C(F)(F)F)C)C=1N=C(N(C1)C1CC1)C(=O)OCC)F (S)-ethyl 4-(4-((2-chloro-6-fluorophenyl)carbamoyl)-2-fluoro-5-((1,1,1-trifluoropropan-2-yl)oxy)phenyl)-1-cyclopropyl-1H-imidazole-2-carboxylate